7-((4-(2-fluoro-6-(methylcarbamoyl)pyridin-3-yl)piperazin-1-yl)methyl)furo[3,2-c]quinolin-4(5H)-one FC1=NC(=CC=C1N1CCN(CC1)CC=1C=CC=2C3=C(C(NC2C1)=O)C=CO3)C(NC)=O